ClC1=CC=C(C=N1)C1=CCCN(C1)C(=O)OC(C)(C)C Tert-Butyl 5-(6-chloropyridin-3-yl)-3,6-dihydro-2H-pyridine-1-carboxylate